Cl.Cl.C(C1=CC=CC=C1)[C@H]1C[C@@H](NC1)C(=O)N[C@H](C(=O)NCC1=CC=C(C=C1)C(N)=N)C (2R,4S)-4-benzyl-N-((S)-1-((4-carbamimidoylbenzyl)amino)-1-oxopropan-2-yl)pyrrolidine-2-carboxamide dihydrochloride